tert-butyl 2-(5-(diethoxymethyl)-pyrimidin-2-yl)-2-methylpropanoate C(C)OC(C=1C=NC(=NC1)C(C(=O)OC(C)(C)C)(C)C)OCC